O[C@@H]([C@@H](C(=O)OC)NC(C1=CC=C(C=C1)C#CC1=CC=C(C=C1)N1CCOCC1)=O)C methyl (2S,3R)-3-hydroxy-2-[[4-[2-(4-morpholinophenyl)ethynyl]benzoyl]amino]butanoate